CC1=CC(=NN1)NC1=NC(=C2C=CC=NC2=C1)NC1C[C@H]2CC[C@@H](C1)N2S(=O)(=O)N2CC(C2)C#N 1-(((1R,3S,5S)-3-((7-((5-methyl-1H-pyrazol-3-yl)amino)-1,6-naphthyridin-5-yl)amino)-8-azabicyclo[3.2.1]oct-8-yl)sulfonyl)azetidine-3-carbonitrile